CC1=NNC2=NC=C(C=C21)CN2CCC1=CC=C(C=C21)C(=O)NC2=CC(=CC(=C2)C(F)(F)F)C(=O)N2CCN(CC2)C 1-((3-methyl-1H-pyrazolo[3,4-b]pyridin-5-yl)methyl)-N-(3-(4-methylpiperazine-1-carbonyl)-5-(trifluoromethyl)phenyl)indoline-6-carboxamide